t-butyl (1r,4r)-2,5-diazabicyclo[2.2.1]heptane-2-carboxylate [C@H]12N(C[C@H](NC1)C2)C(=O)OC(C)(C)C